1-allyl-phenanthrene C(C=C)C1=CC=CC=2C3=CC=CC=C3C=CC12